(Z)-2-((3S,7S)-12-(benzyloxy)-3-methyl-1,11-dioxo-10-((2,4,6-trifluorobenzyl)carbamoyl)-1,4,5,11-tetrahydro-3H-2,7-methanopyrido[1,2-a][1,4]diazonin-6(7H)-ylidene)acetate C(C1=CC=CC=C1)OC=1C(C(=CN2C1C(N1[C@H](CC/C(/[C@H]2C1)=C/C(=O)[O-])C)=O)C(NCC1=C(C=C(C=C1F)F)F)=O)=O